N-((2-methoxy-5-(4-methoxyazepan-1-yl)phenyl)sulfonyl)-5-(1H-pyrazol-1-yl)quinoline-2-carboxamide COC1=C(C=C(C=C1)N1CCC(CCC1)OC)S(=O)(=O)NC(=O)C1=NC2=CC=CC(=C2C=C1)N1N=CC=C1